tert-Butyl-((7R)-2-(2-(6-acetyl-1-(cyclopropylmethyl)-1H-indol-2-yl)-3-methylbenzofuran-6-carbonyl)-2-azabicyclo[2.2.1]heptan-7-yl)carbamate C(C)(C)(C)OC(N[C@H]1C2N(CC1CC2)C(=O)C2=CC1=C(C(=C(O1)C=1N(C3=CC(=CC=C3C1)C(C)=O)CC1CC1)C)C=C2)=O